Lithium Tetraphenylborat C1(=CC=CC=C1)[B-](C1=CC=CC=C1)(C1=CC=CC=C1)C1=CC=CC=C1.[Li+]